ClC=1C=C(C=CC1)C=1N(N=C2[C@@H](N(CCC21)C(=O)C2=CC=C1C(=N2)NC=C1)C)C (S)-(3-(3-chlorophenyl)-2,7-dimethyl-2,4,5,7-tetrahydro-6H-pyrazolo[3,4-c]pyridin-6-yl)(1H-pyrrolo[2,3-b]pyridin-6-yl)methanone